cyclohexyl-ammonium C1(CCCCC1)[NH3+]